OC1=C(C(=O)N(CCC)C=2C=CC=C3C=CN(C23)C)C=C(C(=C1)O)C(C)C 2,4-dihydroxy-5-isopropyl-N-(1-methyl-1H-indol-7-yl)-N-propylbenzamide